FC1(C2CN(CC12)C1=C(C=C(C=C1)NC(=O)C1=COC2=C1C=C(C(=C2)C2=NN=NN2)F)F)F N-(4-(6,6-difluoro-3-azabicyclo[3.1.0]hexane-3-yl)-3-fluorophenyl)-5-fluoro-6-(1H-tetrazol-5-yl)benzofuran-3-carboxamide